ClC=CC(=O)OCC1CO1 glycidyl 3-chloroacrylate